Cl.N1(CCCC1)S(=O)(=O)C=1C=C(C=CC1)C1=CC=C(S1)CN1C(NN=C1)=O 4-(5-[3-(pyrrolidin-1-ylsulfonyl)phenyl]thiophen-2-ylmethyl)-2,4-dihydro-3H-1,2,4-triazol-3-one hydrochloride